FC1=C(C=CC=C1)C=1C(OCC1)(C(=O)O)C1=CC(=C(C(=C1)OCC1=CC=CC=C1)OCC1=CC=CC=C1)OCC1=CC=CC=C1 3-(2-fluorophenyl)-2-(3,4,5-tris(benzyloxy)phenyl)-2,5-dihydrofuran-2-carboxylic acid